1-{3-amino-6-[4-(4-methylpiperazin-1-yl)phenyl]pyrazin-2-yl}-N,N-dimethylpyrazole-4-carboxamide NC=1C(=NC(=CN1)C1=CC=C(C=C1)N1CCN(CC1)C)N1N=CC(=C1)C(=O)N(C)C